FC1=C(CN2[C@@H](CCC2=O)CC(=O)N[C@H](C(=O)NS(N(C)C)(=O)=O)C(C)C)C=CC=C1F (S)-2-(2-((S)-1-(2,3-Difluorobenzyl)-5-oxopyrrolidin-2-yl)acetamido)-N-(N,N-dimethylsulfamoyl)-3-methylbutanamide